(1S)-6-[(1r,4r)-4-aminocyclohexanecarbonyl]-6-azaspiro[2.5]octan NC1CCC(CC1)C(=O)N1CCC2(CC2)CC1